OCC(C)(CO)NC(=O)C=1C=2C[C@@H]3[C@H](C2N(N1)C1=NC=CC(=C1)C#N)C3 (1aR,5aR)-2-(4-Cyano-pyridin-2-yl)-1a,2,5,5a-tetrahydro-1H-2,3-diaza-cyclopropa[a]pentalene-4-carboxylic Acid (2-Hydroxy-1-hydroxymethyl-1-methylethyl)-amide